FC1=CC=CC(=N1)C=1C=C(C=CC1)S(=O)(=O)N1CCC2(C[C@H](CO2)NC[C@@H](COC2=CC(=CC=C2)S(=O)(=O)CCO)O)CC1 (S)-1-((R)-8-(3-(6-fluoropyridin-2-yl)benzenesulfonyl)-1-oxa-8-azaspiro[4.5]decan-3-ylamino)-3-(3-(2-hydroxyethylsulfonyl)phenoxy)propan-2-ol